tert-butyl 2-{2-[2-(2-aminoethoxy)ethoxy]ethoxy}acetate NCCOCCOCCOCC(=O)OC(C)(C)C